N1=C(C=CC=C1)[C@@]1(CCOC2(CCCC2)C1)CC=O (R)-2-(9-(pyridin-2-yl)-6-oxaspiro[4.5]dec-9-yl)acetaldehyde